2-(6-((6-bromo-1H-benzo[d]imidazol-1-yl)methyl)pyridin-3-yl)-5-(difluoromethyl)-1,3,4-oxadiazole BrC=1C=CC2=C(N(C=N2)CC2=CC=C(C=N2)C=2OC(=NN2)C(F)F)C1